N-(4-(((3-cyano-6-(1-methyl-1H-pyrazol-4-yl)pyrazolo[1,5-a]pyridin-4-yl)oxy)methyl)-5-fluoropyridin-2-yl)acrylamide C(#N)C=1C=NN2C1C(=CC(=C2)C=2C=NN(C2)C)OCC2=CC(=NC=C2F)NC(C=C)=O